2-[4-(4,4,5,5-Tetramethyl-1,3,2-dioxaborolan-2-yl)butyl]Pyrrolidine-2-carboxylic acid CC1(OB(OC1(C)C)CCCCC1(NCCC1)C(=O)O)C